C(C)(C)(C)[Si](OC(C=C)CCC#CC1=CC=CC=C1)(C)C tert-butyldimethyl((7-phenylhept-1-en-6-yn-3-yl)oxy)silane